7-Hydroxy-5-(4-methylpiperazin-1-yl)-2,3-dihydro-1,4-benzodioxine OC=1C=C(C2=C(OCCO2)C1)N1CCN(CC1)C